Ethyl 4-(1,4-diazepan-1-yl)-8-oxo-1,3,5,11-tetrazatetracyclo-[8.7.0.02,7.012,17]heptadeca-2,4,6,9,12(17),13,15-heptaene-9-carboxylate N1(CCNCCC1)C=1N=C2N3C=4C=CC=CC4NC3=C(C(C2=CN1)=O)C(=O)OCC